ClC1=C(C=2N=C(N=C(C2C=N1)N1CC(CCC1)(O)CCNC(OC(C)(C)C)=O)OC[C@]12CCCN2C[C@@H](C1)F)F tert-butyl (2-(1-(7-chloro-8-fluoro-2-(((2R,7aS)-2-fluorotetrahydro-1H-pyrrolizin-7a(5H)-yl)methoxy)pyrido[4,3-d]pyrimidin-4-yl)-3-hydroxypiperidin-3-yl)ethyl)carbamate